CC1(CCC=2C(=NNC2C1)C1=NC=2C(=NC=C(C2)N(C(C(=C)C2CCOCC2)=O)C)N1)C (R)-N-(2-(6,6-Dimethyl-4,5,6,7-tetrahydro-1H-indazol-3-yl)-3H-imidazo[4,5-b]pyridin-6-yl)-N-methyl-2-(tetrahydro-2H-pyran-4-yl)propenamide